C(C=C)(=O)N1C[C@H](CC1)N1C2=NC=NC(=C2N(C1=O)[C@@H]1C[C@H](C1)C1=CC(=CC(=C1)OC)OC)N 9-((S)-1-acryloylpyrrolidin-3-yl)-6-amino-7-(trans-3-(3,5-dimethoxyphenyl)cyclobutyl)-7,9-dihydro-8H-purin-8-one